(S)-2-aminomethyl-4-(2-methoxyacetyl)morpholine NC[C@H]1CN(CCO1)C(COC)=O